FC(C=1C=C(C=CC1)B1OCCN(CCO1)C)(F)F 2-(3-(trifluoromethyl)phenyl)-6-methyl-[1,3,6,2]dioxazaborocane